N=1NC=C2C1N=CC=C2 2H-pyrazolo[3,4-b]pyridin